trifluoroethylene alcohol FC(C(F)(F)O)O